ClC1=C(C=C(C(=C1)OC)C)B(O)O 2-CHLORO-4-METHOXY-5-METHYL-BENZENEBORONIC ACID